1-[3-acetyl-6-(5-bromobenzimidazol-1-yl)-2-pyridyl]-5-methyl-pyrazole-3-carbonitrile C(C)(=O)C=1C(=NC(=CC1)N1C=NC2=C1C=CC(=C2)Br)N2N=C(C=C2C)C#N